2-methyl-3-(p-isopropylphenyl)-propanal CC(C=O)CC1=CC=C(C=C1)C(C)C